COC(=O)[C@H]1C([C@@H]1\C=C/C)(C)C (1R)-trans-2,2-dimethyl-3-(1Z-propenyl)cyclopropanecarboxylic acid methyl ester